N[C@@H]([C@H](O)C)CC(=O)O E-β-Homothreonine